N1=C(N=C(N=C1NCCCNC(OC(C)(C)C)=O)NCCCNC(OC(C)(C)C)=O)NCCCNC(OC(C)(C)C)=O tri-tert-butyl (((1,3,5-triazine-2,4,6-triyl)tris(azanediyl))tris(propane-3,1-diyl))tricarbamate